C(C)(C)(C)OC(NCC1=CC(=CC(=C1)C=1C=NNC1)F)=O 3-fluoro-5-(1H-pyrazol-4-yl)benzyl-carbamic acid tert-butyl ester